6-(1-((3-chloro-1,5-dimethyl-1H-pyrazol-4-yl)sulfonyl)piperidin-4-yl)-7-fluoro-[1,2,4]triazolo[1,5-a]pyridine ClC1=NN(C(=C1S(=O)(=O)N1CCC(CC1)C=1C(=CC=2N(C1)N=CN2)F)C)C